NC1=CC(=C(C=C1OC)N1CCC(CC1)CN1CCN(CC1)C1=CC=C(C=C1)N1C(NC(CC1)=O)=O)C=1C=NN(C1)C 1-(4-(4-((1-(4-amino-5-methoxy-2-(1-methyl-1H-pyrazol-4-yl)phenyl)piperidin-4-yl)methyl)piperazin-1-yl)phenyl)dihydropyrimidine-2,4(1H,3H)-dione